[18F]CCCOC1=CC2=CC=CC=C2C=C1 2-(3-([18F]fluoro)propoxy)naphthalene